O=S1(CC(CC1)NC1=NC=CC(=C1)CN1C(N(C(C1(C)C)=O)C1=CC=C(C=C1)C1(CC1)C(F)(F)F)=O)=O 1-((2-((1,1-dioxidotetrahydrothiophen-3-yl)amino)pyridin-4-yl)methyl)-5,5-dimethyl-3-(4-(1-(trifluoromethyl)cyclopropyl)phenyl)imidazolidine-2,4-dione